N-(2,4-Dimethoxybenzyl)-4-(3-(dimethylamino)-3-((6-(trifluoromethyl)-2,3-dihydro-1H-inden-1-yl)methyl)piperidin-1-yl)-2,6-difluoro-N-(pyrimidin-4-yl)benzenesulfonamide COC1=C(CN(S(=O)(=O)C2=C(C=C(C=C2F)N2CC(CCC2)(CC2CCC3=CC=C(C=C23)C(F)(F)F)N(C)C)F)C2=NC=NC=C2)C=CC(=C1)OC